N-(4-amino-1H-pyrazolo[4,3-c]pyridin-7-yl)-2-oxo-2-[rac-(2R,5S)-5-methyl-2-[5-(trifluoromethyl)-3-pyridyl]-1-piperidyl]acetamide NC1=NC=C(C2=C1C=NN2)NC(C(N2[C@H](CC[C@@H](C2)C)C=2C=NC=C(C2)C(F)(F)F)=O)=O |r|